dimethyl (((5'-methyl-4-pentyl-2'-(prop-1-en-2-yl)-1',2',3',4'-tetrahydro-[1,1'-biphenyl]-2,6-diyl)bis(oxy))bis(methylene))bis(phenylcarbamate) CC=1CCC(C(C1)C1=C(C=C(C=C1OCN(C(OC)=O)C1=CC=CC=C1)CCCCC)OCN(C(OC)=O)C1=CC=CC=C1)C(=C)C